[Na].O[C@H](C)[C@@H]1[C@H]2SC(=C(N2C1=O)C(=O)O)[C@@H]1OCCC1 (+)-(5R,6S)-6-[(R)-1-hydroxyethyl]-7-oxo-3-[(R)-2-tetrahydrofuranyl]-4-thia-1-azabicyclo[3.2.0]hept-2-ene-2-carboxylic acid Sodium